C(CCC)N(C(=O)OCC1=C(SC(=C1)Cl)C1=CC=C(C(=N1)C)O[C@@H]1C[C@H](CCC1)C(=O)[O-])C (1S,3S)-3-((6-(3-(((butyl(methyl)carbamoyl)oxy)methyl)-5-chlorothiophen-2-yl)-2-methyl Pyridin-3-yl)oxy)cyclohexane-1-carboxylate